(5aR,5bS,7aS,8S,10aS,10bR,12aR)-2-(2-hydroxyphenyl)-5a,7a-dimethyl-5,5a,5b,6,7,7a,8,9,10,10a,10b,11,12,12a-tetradecahydro-4H-cyclopenta[7,8]phenanthro[2,1-d]thiazol-8-ol OC1=C(C=CC=C1)C=1SC2=C(N1)CC[C@@]1([C@H]3CC[C@]4([C@H]([C@@H]3CC[C@H]12)CC[C@@H]4O)C)C